CC=1C=C(C=CC1C)C=1NC(C=2N(C1)N=C(C2)C(=O)NC2(CN(C2)C(=O)OC(C)(C)C)C2=CC=C(C=C2)OC)=O tert.-Butyl 3-({[6-(3,4-dimethylphenyl)-4-oxo-4,5-dihydropyrazolo[1,5-a]pyrazin-2-yl]carbonyl}-amino)-3-(4-methoxyphenyl)azetidine-1-carboxylate